N1-(6-chloro-4-isopropyl-2,7-naphthyridin-1-yl)-N2,N2-dimethylpropane-1,2-diamine ClC=1C=C2C(=CN=C(C2=CN1)NCC(C)N(C)C)C(C)C